rac-4-[(3aR,7aS)-octahydro-1H-pyrrolo[3,4-c]pyridin-5-yl]-3-(trifluoromethyl)pyridine hydrochloride Cl.C1NC[C@@H]2CN(CC[C@@H]21)C2=C(C=NC=C2)C(F)(F)F |r|